(8-(6-Fluoro-1H-indol-2-yl)-2,3-dihydro-4H-pyrido[4,3-b][1,4]oxazin-4-yl)(1-(3-fluorobenzyl)azetidin-3-yl)methanone FC1=CC=C2C=C(NC2=C1)C1=CN=CC2=C1OCCN2C(=O)C2CN(C2)CC2=CC(=CC=C2)F